C(CCCCCCCCCCCC)SP(=S)([S-])[S-] Tridecyltetrathiophosphate